C1(=CC=CC=C1)/C(/C=O)=C\C1=CC=CC=C1 (E)-2,3-diphenylacrolein